N1CC(C1)C=1C=CC(=NC1)N1CC2(C1)CCCC2 2-[5-(Azetidin-3-yl)-2-pyridinyl]-2-azaspiro[3.4]octane